C(CCC)(=O)[O-].[Na+].[Se+2].C(CCC)(=O)[O-].C(CCC)(=O)[O-] selenium-sodium butyrate